CC1=C(C=CC(=C1)C)C1=NC(=NC(=N1)C1=C(C=C(C=C1)C)C)C1=C(C=C(OC(C(=O)OC)CC)C=C1)O methyl 2-[4-[4,6-bis(2,4-dimethylphenyl)-1,3,5-triazin-2-yl]-3-hydroxy-phenoxy]butanoate